L-6-HYDROXYTRYPTOPHAN OC=1C=C2NC=C(C[C@H](N)C(=O)O)C2=CC1